benzyl (S)-(7-bromo-5-fluorochroman-3-yl)carbamate BrC1=CC(=C2C[C@@H](COC2=C1)NC(OCC1=CC=CC=C1)=O)F